palladium (II) tetrakis(pentafluorophenyl)porphyrin FC1=C(C(=C(C(=C1C1=C2C=CC(C(=C3C=CC(=C(C=4C=CC(=C(C5=CC=C1N5)C5=C(C(=C(C(=C5F)F)F)F)F)N4)C4=C(C(=C(C(=C4F)F)F)F)F)N3)C3=C(C(=C(C(=C3F)F)F)F)F)=N2)F)F)F)F.[Pd+2]